((3-((4'-chloro-[1,1'-biphenyl]-4-yl)methyl)-1,2,4-oxadiazol-5-yl)methyl)acrylic acid ClC1=CC=C(C=C1)C1=CC=C(C=C1)CC1=NOC(=N1)CC(C(=O)O)=C